2-fluoro-1-nitro-4-(prop-1-en-2-yl)benzene 2-Hexyldecylstearat C(CCCCC)C(COC(CCCCCCCCCCCCCCCCC)=O)CCCCCCCC.FC1=C(C=CC(=C1)C(=C)C)[N+](=O)[O-]